(S)-2-(4-(3-(6-methylpyridin-3-yl)isoxazolidin-2-carbonyl)piperidin-1-yl)pyrimidine-4-carboxamide CC1=CC=C(C=N1)[C@H]1N(OCC1)C(=O)C1CCN(CC1)C1=NC=CC(=N1)C(=O)N